(1R,2S,5S)-N-((S)-1-amino-1-oxo-3-((S)-2-oxopyrrolidin-3-yl)propan-2-yl)-3-(O-tert-butyl-N-(2,2,2-trifluoroacetyl)-L-threonyl)-6,6-dimethyl-3-azabicyclo[3.1.0]hexane-2-carboxamide NC([C@H](C[C@H]1C(NCC1)=O)NC(=O)[C@@H]1[C@H]2C([C@H]2CN1C([C@@H](NC(C(F)(F)F)=O)[C@H](OC(C)(C)C)C)=O)(C)C)=O